C(C1CO1)(=O)OCC ethyl 2,3-epoxypropionate